CON=C1CC(NC1)C(=O)[O-] 4-Methoxyiminopyrrolidine-2-carboxylate